1-(3,4-dimethylphenyl)-8-methoxy-3-[3-methoxy-4-(2-morpholin-4-ylethoxy)phenyl]-1H-pyrazolo[4,3-c]quinoline CC=1C=C(C=CC1C)N1N=C(C=2C=NC=3C=CC(=CC3C21)OC)C2=CC(=C(C=C2)OCCN2CCOCC2)OC